benzyl((2S,3R)-3-(2-oxabicyclo[2.2.2]octan-4-ylmethoxy)-1-((S)-3-(methoxymethyl)piperidin-1-yl)-1-oxobutan-2-yl)carbamate C(C1=CC=CC=C1)OC(N[C@H](C(=O)N1C[C@H](CCC1)COC)[C@@H](C)OCC12COC(CC1)CC2)=O